C(C1=CC=CC=C1)OC1=C(C=CC=C1)C=1C=C(C(=NC1)N)OCC1=C(C=CC=C1Cl)Cl 5-(2-benzyloxy-phenyl)-3-(2,6-dichloro-benzyloxy)-pyridin-2-ylamine